1-methyl-3H-1λ6-benzo[2,1-d][1,2]thiazol-1-one CS1(=NCC2=C1C=CC=C2)=O